CN(S(=O)(=O)NC1=C(C(=O)O)C=C(C(=C1)F)F)C 2-((N,N-dimethylsulfamoyl)amino)-4,5-difluorobenzoic acid